2-(1,4-oxazepan-4-yl)ethanamine O1CCN(CCC1)CCN